ethyl 2-(3,5-dichloropyrazin-2-yl)-2-oxoacetate ClC=1C(=NC=C(N1)Cl)C(C(=O)OCC)=O